ClC1=C(C=NC2=CC=CC=C12)C#C[Si](C)(C)C 4-chloro-3-((trimethylsilyl)ethynyl)quinoline